(+/-)-{2-[(4-{[3-(8-azabicyclo[3.2.1]oct-2-en-3-yl)-1H-pyrrolo[2,3-b]pyridin-4-yl]oxy}-3,5-difluorophenyl)amino]-5-methyl-5,6-dihydro-4H-1,3-oxazin-5-yl}methanol C12C=C(CC(CC1)N2)C2=CNC1=NC=CC(=C12)OC1=C(C=C(C=C1F)NC=1OCC(CN1)(C)CO)F